NC=1C(=C(C=C2C=C(N=CC12)NC(=O)[C@H]1[C@@H]([C@H]1C)C=1C=NN(C1)CCN1CC(C1)O)C=1C=NC=CC1C)F (1R,2R,3R)-N-(8-amino-7-fluoro-6-(4-methylpyridin-3-yl)isoquinolin-3-yl)-2-(1-(2-(3-hydroxyazetidin-1-yl)ethyl)-1H-pyrazol-4-yl)-3-methylcyclopropanecarboxamide